trans-rac-2-Chloro-N-(2-chloro-5-(2,2-dichloro-3-(3,5-dichlorophenyl)cyclopropane-1-carboxamido)phenyl)benzamide ClC1=C(C(=O)NC2=C(C=CC(=C2)NC(=O)[C@@H]2C([C@H]2C2=CC(=CC(=C2)Cl)Cl)(Cl)Cl)Cl)C=CC=C1 |r|